C(C1=CC=CC=C1)N1C(=NC2=C1C=CC=C2)CNCCCC N-[(1-benzyl-1H-benzimidazol-2-yl)-methyl]N-butylamine